ClC=1C=CC(=NC1)CN1C(=NC2=C1C=CC=C2)N2C[C@H](CCC2)N (S)-1-(1-((5-chloropyridin-2-yl)methyl)-1H-benzo[d]imidazol-2-yl)piperidin-3-amine